tert-Butyl 5-(4-aminobutyl)-2,2-dimethyl-pyrrolidine-1-carboxylate NCCCCC1CCC(N1C(=O)OC(C)(C)C)(C)C